dithioadipic acid C(CCCCC(=S)O)(=S)O